4-[2-amino-4-ethyl-5-(2-methyl-1H-benzoimidazol-5-yl)-3-pyridinyl]phenol NC1=NC=C(C(=C1C1=CC=C(C=C1)O)CC)C1=CC2=C(NC(=N2)C)C=C1